2-{[3-fluoro-4-(2-hydroxy-1,1-dimethylethyl)phenyl]amino}-4-{[(1S)-2-hydroxy-1-phenylethyl]amino}pyrimidine-5-carboxylic acid FC=1C=C(C=CC1C(CO)(C)C)NC1=NC=C(C(=N1)N[C@H](CO)C1=CC=CC=C1)C(=O)O